(3aR,5r,6aS)-5-cyano-5-methyl-hexahydrocyclopenta[c]pyrrole-2(1H)-carboxylic acid tert-butyl ester C(C)(C)(C)OC(=O)N1C[C@@H]2[C@H](C1)CC(C2)(C)C#N